9-(4,6-diphenyl-1,3,5-triazin-2-yl)-9'-phenyl-9H,9'H-3,3'-bicarbazole C1(=CC=CC=C1)C1=NC(=NC(=N1)C1=CC=CC=C1)N1C2=CC=CC=C2C=2C=C(C=CC12)C=1C=CC=2N(C3=CC=CC=C3C2C1)C1=CC=CC=C1